iodonium tosylate S(=O)(=O)([O-])C1=CC=C(C)C=C1.[IH2+]